OCCN(/C=C/C=C(/C=C1C(OC(OC1=O)(C)C)=O)\O)CCO 5-((2Z,4E)-5-(bis(2-hydroxyethyl)amino)-2-hydroxy-2,4-pentadien-1-ylidene)-2,2-dimethyl-1,3-dioxane-4,6-dione